6-(1-(2,2-difluoroethyl)-1H-pyrazolo[3,4-b]pyrazin-6-yl)-2-(5-(trifluoromethyl)pyridin-2-yl)-2,6-diazaspiro[3.4]octan-5-one FC(CN1N=CC=2C1=NC(=CN2)N2C(C1(CN(C1)C1=NC=C(C=C1)C(F)(F)F)CC2)=O)F